N1=CC=C2N1C1=C(C(N2)=O)CNCC1 6,7,8,9-tetrahydropyrazolo[1,5-a]pyrido[3,4-e]pyrimidin-5(4H)-one